2-(2-(pyrazolo[5,1-b]thiazole-7-carbonyl)-2-azaspiro[3.3]heptan-6-yl)-N-(5-(trifluoromethoxy)pyridin-3-yl)acetamide S1C=2N(C=C1)N=CC2C(=O)N2CC1(C2)CC(C1)CC(=O)NC=1C=NC=C(C1)OC(F)(F)F